O=C(CC[N-]C1=CC=C(C=C1)OC)C 3-oxo-N-p-methoxyphenyl-butylAmide